C(C)(C)(C)OC(=O)NC1CCN(CC1)S(=O)(=O)C=1C=C(C=CC1)C1CCN(CC1)CC1CCN(CC1)C1=CC(=C(C(=O)OC)C=C1)C=O methyl 4-(4-((4-(3-((4-((tert-butoxycarbonyl) amino) piperidin-1-yl) sulfonyl)-phenyl) piperidin-1-yl) methyl) piperidin-1-yl)-2-formylbenzoate